FC(C)(F)C=1N=CC(=NC1)C=1C(=CC(=NC1)NC(C)=O)NC1=NC(=NC=C1)C(C)(F)F N-(5-(5-(1,1-difluoroethyl)pyrazin-2-yl)-4-((2-(1,1-difluoroethyl)pyrimidin-4-yl)amino)pyridin-2-yl)acetamide